5-(2-fluoro-4-hydroxy-3'-((1-methylpiperidin-4-yl)amino)-[1,1'-biphenyl]-3-yl)-1,2,5-thiadiazolidin-3-one 1,1-dioxide FC1=C(C=CC(=C1N1CC(NS1(=O)=O)=O)O)C1=CC(=CC=C1)NC1CCN(CC1)C